1-(tert-butoxycarbonyl)-1H-indole-6-carboxylic acid C(C)(C)(C)OC(=O)N1C=CC2=CC=C(C=C12)C(=O)O